N-[[4-[5-amino-4-cyano-1-(o-tolyl)pyrazol-3-yl]phenyl]methyl]-2-methoxy-benzamide NC1=C(C(=NN1C1=C(C=CC=C1)C)C1=CC=C(C=C1)CNC(C1=C(C=CC=C1)OC)=O)C#N